17,17-(Ethylenedioxy)-1α,2α-epoxyandrost-4-ene-3,11-dione C1OC2([C@]3(C)[C@@H](CC2)[C@@H]2CCC4=CC([C@H]5[C@@H]([C@]4(C)[C@H]2C(C3)=O)O5)=O)OC1